ClC=1C(OC(C1Cl)OCC#C)=O 3,4-Dichloro-5-prop-2-ynyloxy-5H-furan-2-one